(1R,4R)-2-oxa-5-azabicyclo[2.2.1]hept-5-yl-acetic acid [C@H]12OC[C@H](N(C1)CC(=O)O)C2